N1N=CC(=C1)C1=CC=C(C=C1)NC1=NC(=NC=C1)C=1C=C2CN(CC2=CC1)C(=O)OC1CC2(CNC2)C1 2-azaspiro[3.3]heptan-6-yl 5-(4-((4-(1H-pyrazol-4-yl)phenyl)amino)pyrimidin-2-yl)isoindoline-2-carboxylate